(S)-5-(1-acetylpiperidin-4-yl)-4,5-dihydroisoxazol C(C)(=O)N1CCC(CC1)[C@@H]1CC=NO1